ICC1CC(N1)=O 4-(iodomethyl)azetidin-2-one